3,5-dimethyl-salicylaldehyde CC1=C(C(C=O)=CC(=C1)C)O